2-[4-fluoro-3-(1,1,2,2,2-pentafluoroethyl)phenyl]-1-(4-{[1,2,4]triazolo[4,3-b]pyridazin-6-yl}piperazin-1-yl)ethan-1-one FC1=C(C=C(C=C1)CC(=O)N1CCN(CC1)C=1C=CC=2N(N1)C=NN2)C(C(F)(F)F)(F)F